benzyl (1S,4S,5S)-5-[(4-nitrophenyl)carbonyloxy]-2-azabicyclo[2.2.1]heptane-2-carboxylate [N+](=O)([O-])C1=CC=C(C=C1)C(=O)O[C@@H]1[C@@H]2CN([C@H](C1)C2)C(=O)OCC2=CC=CC=C2